5-isopropoxy-N-((3R,4S)-3-methyl-1-(vinylsulfonyl)piperidin-4-yl)-6-(1H-pyrazol-4-yl)-[1,2,4]triazolo[1,5-a]pyrazin-2-amine C(C)(C)OC1=C(N=CC=2N1N=C(N2)N[C@@H]2[C@@H](CN(CC2)S(=O)(=O)C=C)C)C=2C=NNC2